C(C)(C)(C)OC(=O)N1C(CCCC1)COC1=CC(=C(C=C1)C)C(NC1(CC1)C1=C2C=CC=NC2=CC(=C1)OC)=O.N1(CCNCC1)C1=NC2=CC=CC=C2C=N1 2-(Piperazin-1-yl)quinazolin tert-Butyl-2-((3-((1-(7-methoxyquinolin-5-yl)cyclopropyl)carbamoyl)-4-methyl-phenoxy)methyl)piperidine-1-carboxylate